ClC1=CC=C(OCC2=NC(=NO2)C23CC(C2)(C3)NC(OC(C)(C)C)=O)C=C1 tert-butyl (3-(5-((4-chlorophenoxy)methyl)-1,2,4-oxadiazol-3-yl)bicyclo[1.1.1]pentan-1-yl)carbamate